1-(3,4-bis(benzyloxy)benzyl)-3-(2-hydroxyethyl)urea C(C1=CC=CC=C1)OC=1C=C(CNC(=O)NCCO)C=CC1OCC1=CC=CC=C1